6-bromopyrido[2,3-d]pyrimidin-4-amine BrC1=CC2=C(N=CN=C2N)N=C1